[Na+].FC(C(C(C(C(F)(F)S(=O)(=O)[O-])(F)F)(F)F)(F)F)C(F)(F)F.[Na+].FC(C(C(C(C(F)(F)S(=O)(=O)[O-])(F)F)(F)F)(F)F)C(F)(F)F sodium dodecafluorohexyl-sulfonate sodium